C(C)(=O)N1CC(N(C(C1)=O)CC1=CC2=NC=CC(=C2S1)C=1C=C(C=C2C=CN(C12)CC1(CCNCC1)C#N)Cl)=O 4-((7-(2-((4-acetyl-2,6-dioxopiperazin-1-yl)methyl)thieno[3,2-b]pyridin-7-yl)-5-chloro-1H-indol-1-yl)methyl)piperidine-4-carbonitrile